C(C1=CC=CC=C1)OC=1C(=NC=C(C1)OCC1=CC=CC=C1)C(=O)NCC(=O)[O-] [(3,5-bis-benzyloxy-pyridine-2-carbonyl)-amino]acetate